tetramethyl-1,2-ethanediamine CC(C(N)(C)C)(N)C